(R)-3-((1-(methyl-d3)pyrrolidin-2-yl)methyl)-1H-indole C(N1[C@H](CCC1)CC1=CNC2=CC=CC=C12)([2H])([2H])[2H]